FC(COC=1C2=C(N(N=C2C=C(C1)C=1C=NN(C1)C)C)C1=CC(=C(C(=C1)OC)C(=O)N1CC(C1)(C(F)(F)F)O)OC(F)F)F [4-[4-(2,2-difluoroethoxy)-2-methyl-6-(1-methylpyrazol-4-yl)indazol-3-yl]-2-(difluoromethoxy)-6-methoxyphenyl]-[3-hydroxy-3-(trifluoromethyl)azetidin-1-yl]methanone